1-(5-(4-chlorophenyl)-1-(2,4-dichlorophenyl)-4-methyl-1H-pyrazol-3-yl)-2-morpholinoethane-1,2-dione ClC1=CC=C(C=C1)C1=C(C(=NN1C1=C(C=C(C=C1)Cl)Cl)C(C(=O)N1CCOCC1)=O)C